yttrium isopropanolate C(C)(C)[O-].[Y+3].C(C)(C)[O-].C(C)(C)[O-]